C(C)(C)(C)OC(=O)N1CCC2=CC(=CC=C12)S(=O)(=O)N1CCN(CC1)C1=NC(=CC(=N1)C#N)C tert-butyl-5-((4-(4-cyano-6-methylpyrimidin-2-yl)piperazin-1-yl)sulfonyl)indoline-1-carboxylate